(S)-N-(3-(1-((2-ethyl-2H-pyrazolo[3,4-b]pyrazin-6-yl)amino)ethyl)phenyl)-6-(4-methylpiperazin-1-yl)-5-(trifluoromethyl)nicotinamide C(C)N1N=C2N=C(C=NC2=C1)N[C@@H](C)C=1C=C(C=CC1)NC(C1=CN=C(C(=C1)C(F)(F)F)N1CCN(CC1)C)=O